(3-amino-2-fluorophenyl)-8-(2,6-difluorobenzyl)-2-(furan-2-ylmethyl)imidazo[1,2-a]pyrazin-3(7H)-one NC=1C(=C(C=CC1)C1=CNC(=C2N1C(C(=N2)CC=2OC=CC2)=O)CC2=C(C=CC=C2F)F)F